2-chloro-N,N-dimethyl-4-((R or S)-3-methyl-4-(1-((R or S)-3,3,3-trifluoro-2-hydroxy-2-(3-methoxyphenyl)propanoyl)piperidin-4-yl)butoxy)benzamide ClC1=C(C(=O)N(C)C)C=CC(=C1)OCC[C@@H](CC1CCN(CC1)C([C@@](C(F)(F)F)(C1=CC(=CC=C1)OC)O)=O)C |o1:15,24|